ClC1=C(N=C2N1C=CC(=C2)C(=O)N2CCC1(CC(C1)(C)O)CC2)C2=C(C=CC=C2C=2C=NN(C2)C)F (3-chloro-2-(2-fluoro-6-(1-methyl-1H-pyrazol-4-yl)phenyl)imidazo[1,2-a]pyridin-7-yl)(2-hydroxy-2-methyl-7-azaspiro[3.5]nonan-7-yl)methanone